(3R,4S)-1-[7-(7-chloro-1-methyl-1H-1,3-benzodiazol-6-yl)-5H-pyrrolo[2,3-b]pyrazin-3-yl]-3-fluoropiperidin-4-amine ClC1=C(C=CC2=C1N(C=N2)C)C2=CNC1=NC(=CN=C12)N1C[C@H]([C@H](CC1)N)F